FC=1C=CC2=C(C(=C(O2)C(C(C)C)=O)C)C1 1-(5-Fluoro-3-methylbenzofuran-2-yl)-2-methylpropan-1-one